(Z)-1,5-octadien-3-ol C=CC(C\C=C/CC)O